1-benzyl-N-(7-(3-(cyclopropylamino)-3-oxopropyl)-5-methyl-4-oxo-2,3,4,5-tetrahydrobenzo[b][1,4]oxazepin-3-yl)-1H-1,2,4-triazole-3-carboxamide C(C1=CC=CC=C1)N1N=C(N=C1)C(=O)NC1C(N(C2=C(OC1)C=CC(=C2)CCC(=O)NC2CC2)C)=O